(4-(tert-butyloxycarbonyl)piperazin-1-yl)benzoic acid C(C)(C)(C)OC(=O)N1CCN(CC1)C1=C(C(=O)O)C=CC=C1